CC=CCN1CCCC1 Methylallylpyrrolidine